N-(5-(((2S,4R)-4-((7-fluoroquinolin-2-yl)oxy)-2-methylpyrrolidin-1-yl)methyl)thiazol-2-yl)acetamide FC1=CC=C2C=CC(=NC2=C1)O[C@@H]1C[C@@H](N(C1)CC1=CN=C(S1)NC(C)=O)C